tert-butyl 2-((6-(2-(dimethylamino)acetamido)pyridin-3-yl)amino)-5,8-dihydropyrido[3,4-d]pyrimidine-7(6H)-carboxylate CN(CC(=O)NC1=CC=C(C=N1)NC=1N=CC2=C(N1)CN(CC2)C(=O)OC(C)(C)C)C